2-(methylthio)-6-(2,2,2-trifluoroethyl)-7,8-dihydropyrido[4,3-d]pyrimidin-5(6H)-one CSC=1N=CC2=C(N1)CCN(C2=O)CC(F)(F)F